COC(CC1CCN(CC1)CC1=C(C(=NC(=C1)C1=CC(=CC(=C1)Cl)Cl)O)C)=O 2-(1-((6-(3,5-dichlorophenyl)-2-hydroxy-3-methylpyridin-4-yl)methyl)piperidin-4-yl)acetic acid methyl ester